3-(2-azaspiro[3.3]heptan-2-yl)-6,7,7a,8,10,11-hexahydro-9H-pyrazino[1,2-d]pyrido[3,2-b][1,4]oxazepin C1N(CC12CCC2)C2=CC=1OCCC3N(C1N=C2)CCNC3